CN1C(CC(CC1(C)C)O)(C)C 1,2,2,6,6-pentamethyl-4-piperidyl alcohol